FC1C=CCS(OC1)(=O)=O 6-fluoro-6,7-dihydro-3H-oxathiepine 2,2-dioxide